4-(5-(1-acryloylpyrrolidin-3-yl)pyrrolo[1,2-c]pyrimidin-7-yl)-3-fluoro-N-(4-(trifluoromethyl)pyridin-2-yl)benzamide C(C=C)(=O)N1CC(CC1)C=1C=C(N2C=NC=CC21)C2=C(C=C(C(=O)NC1=NC=CC(=C1)C(F)(F)F)C=C2)F